NC1=NC=2C=C(C(=CC2C2=C1COC2)C(=O)N2[C@@H](COCC2)C2=NC=C(C=C2)C(F)(F)F)Cl (4-amino-7-chloro-1,3-dihydrofuro[3,4-c]quinolin-8-yl)((3R)-3-(5-(trifluoromethyl)-2-pyridinyl)-4-morpholinyl)methanone